FC1=C(C=C(C=C1)F)NC(=O)C1=NC(=NC(=C1)N1CCCCC1)N1C=NC=C1 N-(2,5-difluorophenyl)-2-(1H-imidazol-1-yl)-6-(piperidin-1-yl)pyrimidine-4-carboxamide